2'-fructosyllactose OCC1([C@@H](O)[C@H](O)[C@H](O1)CO)[C@@]1([C@H](O[C@H]2[C@@H]([C@H](C(O)O[C@@H]2CO)O)O)O[C@@H]([C@@H]([C@@H]1O)O)CO)O